(S)-4-amino-7-fluoro-N,1-dimethyl-N-(6-((5-methylpyridin-3-yl)ethynyl)-2,3-dihydrobenzofuran-3-yl)-1H-pyrazolo[4,3-c]quinoline-8-carboxamide NC1=NC=2C=C(C(=CC2C2=C1C=NN2C)C(=O)N([C@@H]2COC1=C2C=CC(=C1)C#CC=1C=NC=C(C1)C)C)F